4-isobutylaniline C(C(C)C)C1=CC=C(N)C=C1